C1(CC1)OC=1N=CC=2C(N1)=C(C(NC2)=O)C2=CC=C(C=C2)OC(F)F 2-cyclopropoxy-8-(4-(difluoromethoxy)phenyl)pyrido[4,3-d]pyrimidin-7(6H)-one